(R)-7-(8-ethynyl-7-fluoronaphthalen-1-yl)-8-fluoro-N-methyl-2-(4-methylpiperazin-1-yl)-N-(pyrrolidin-2-ylmethyl)pyrido[4,3-d]pyrimidin-4-amine C(#C)C=1C(=CC=C2C=CC=C(C12)C1=C(C=2N=C(N=C(C2C=N1)N(C[C@@H]1NCCC1)C)N1CCN(CC1)C)F)F